((4-((4-(5,6-dimethoxybenzo[b]thiophen-2-yl)-4-oxobutanoyl)oxy)butyl)azanediyl)bis(hexane-6,1-diyl) bis(2-hexyldecanoate) C(CCCCC)C(C(=O)OCCCCCCN(CCCCCCOC(C(CCCCCCCC)CCCCCC)=O)CCCCOC(CCC(=O)C1=CC2=C(S1)C=C(C(=C2)OC)OC)=O)CCCCCCCC